NC1=NC=NN2C1=C(C(=N2)C2=CC=C(C=C2)NC(C=C)=O)C2=CC=C(C=C2)OCC(F)(F)F N-(4-(4-amino-5-(4-(2,2,2-trifluoroethoxy)phenyl)pyrazolo[5,1-f][1,2,4]triazin-6-yl)phenyl)acrylamide